The molecule is an acyl-CoA that results from the formal condensation of the thiol group of coenzyme A with the carboxy group of oscr#24. It derives from an oscr#24. It is a conjugate acid of an oscr#24-CoA(4-). C[C@H]1[C@@H](C[C@H]([C@@H](O1)OCCCCCCCCCCCCCC(=O)SCCNC(=O)CCNC(=O)[C@@H](C(C)(C)COP(=O)(O)OP(=O)(O)OC[C@@H]2[C@H]([C@H]([C@@H](O2)N3C=NC4=C(N=CN=C43)N)O)OP(=O)(O)O)O)O)O